3-bromo-1,6-diisopropylpyrene BrC=1C=C(C2=CC=C3C=CC(=C4C=CC1C2=C43)C(C)C)C(C)C